OC(=O)C1(C2C=CC(C1)C2)CC(=O)OC2CCCCC2 2-hydroxycarbonyl-2-cyclohexyloxycarbonylmethyl-bicyclo[2.2.1]Hept-5-ene